(2-fluoro-5-hydroxyphenyl){6-[1-(o-tolyl)-5-pyrazolyl]-2-aza-2-spiro[3.3]heptyl}methanone FC1=C(C=C(C=C1)O)C(=O)N1CC2(C1)CC(C2)C2=CC=NN2C2=C(C=CC=C2)C